C(#N)C1=C(C(=O)NC2=NC=C(C=C2)C)C=CC(=C1)[N+](=O)[O-] 2-cyano-N-(5-methylpyridin-2-yl)-4-nitrobenzamide